C(C)N1C2=CC=CC=C2C=2C=C(N=C(C12)C)\C=N\NC=1C(N=C2C=CC=CC12)=O 3-(((E)-(9-ethyl-1-methyl-beta-carbolin-3-yl)methylene)hydrazino)indol-2-one